(S)-2-methyl-N-(1-(5-(2-methyl-2H-indazol-5-yl)-1H-imidazol-2-yl)-7-oxononyl)-2-azaspiro[3.5]nonane-7-carboxamide CN1CC2(C1)CCC(CC2)C(=O)N[C@@H](CCCCCC(CC)=O)C=2NC(=CN2)C2=CC1=CN(N=C1C=C2)C